(E)-2-(3-chloro-4-isopropyl-5-methoxyphenylvinyl)-3-fluoropyridine ClC=1C=C(C=C(C1C(C)C)OC)/C=C/C1=NC=CC=C1F